C(N)(=N)C=1C=C(SC1)CNC(=O)[C@H]1N(C[C@@H](C1)OC)C(CNC(=O)C1=CC=C(C=C1)OC1=CC=CC=C1)=O (2S,4R)-N-[(4-carbamimidoylthiophen-2-yl)methyl]-4-methoxy-1-{2-[(4-phenoxyphenyl)formamido]acetyl}pyrrolidine-2-carboxamide